BrC1=CC=C(C=C1)CNC([O-])=O [(4-bromophenyl)methyl]carbamate